(3-chloro-2,4-difluorophenyl)((trans)-5-(trifluoromethyl)tetrahydro-2H-pyran-2-yl)methylamine hydrochloride Cl.ClC=1C(=C(C=CC1F)NC[C@@H]1OC[C@H](CC1)C(F)(F)F)F